C(C1=CC=CC=C1)OC(=O)C1CN(C(C1)=O)[C@@H](C)C1=CC=C(C=C1)OC 1-((S)-1-(4-methoxyphenyl)ethyl)-5-oxopyrrolidine-3-carboxylic acid (S)-benzyl ester